C(COCCOCCOCCOCCOCCOCCOCCOCCOCCOCCOC)(=O)O 3,6,9,12,15,18,21,24,27,30,33-undecaoxatetratriacontanoic acid